OC=1C=C(C=CC1C=1N=NC(=CC1)S[C@H]1C[C@@]2(CC[C@H](C1)N2)C)/C=C/C(=O)NC (E)-3-(3-hydroxy-4-(6-(((1S,3R,5R)-1-methyl-8-azabicyclo[3.2.1]octan-3-yl)thio)pyridazin-3-yl)phenyl)-N-methylacrylamide